Bis(3-(azetidin-1-yl)phenyl)divinylsilane N1(CCC1)C=1C=C(C=CC1)[Si](C=C)(C=C)C1=CC(=CC=C1)N1CCC1